3-(2,2-difluoroethyl)-7-(((3S,4R)-3-fluoro-1-methylpiperidin-4-yl)amino)benzo[b]thiophen FC(CC=1C2=C(SC1)C(=CC=C2)N[C@H]2[C@H](CN(CC2)C)F)F